1-((3S,4R)-4-(3,4-difluorophenyl)-1-(2-methoxyethyl)pyrrolidin-3-yl)-3-(3-(methoxymethyl)-4-methyl-1-phenyl-1H-pyrazol-5-yl)urea FC=1C=C(C=CC1F)[C@H]1[C@@H](CN(C1)CCOC)NC(=O)NC1=C(C(=NN1C1=CC=CC=C1)COC)C